3-Hydroxy-1-(5-(isopropylsulfanyl)-4-(4-(trifluoromethyl)phenyl)thiazol-2-yl)-1H-pyrazole-5-carboxylic acid methyl ester COC(=O)C1=CC(=NN1C=1SC(=C(N1)C1=CC=C(C=C1)C(F)(F)F)SC(C)C)O